ClC=1C(=NC=C(C1)F)NC(C=1NC(=C(N1)S(=O)(=O)C)C)C1=CC(=C(C=C1)F)Cl 3-chloro-N-((3-chloro-4-fluorophenyl)(5-methyl-4-(methylsulfonyl)-1H-imidazol-2-yl)methyl)-5-fluoropyridin-2-amine